BrC1=CC(=NC=C1Cl)NC(CC=1C=C(C(=O)N)C=CC1)=O 3-(2-((4-bromo-5-chloropyridin-2-yl)amino)-2-oxoethyl)benzamide